4-((4-tert-butylbenzamido)methyl)phenylboronic acid C(C)(C)(C)C1=CC=C(C(=O)NCC2=CC=C(C=C2)B(O)O)C=C1